C(CCC)OC(C=CC=CC1=C(C=CC=C1)C)=O 5-(2-methylphenyl)-2,4-pentadienoic acid n-butyl ester